BrC=1C=C(N(N1)CC1=C(C=CC(=C1)C#N)F)C(=O)Cl 5-bromo-2-[(5-cyano-2-fluorophenyl)methyl]pyrazole-3-carbonyl chloride